FC1=CC=C(C=C1)N1N=C(C(=C1)C=1NN=CC1)C1CN(CC1)C(=O)OC(C)(C)C tert-butyl 3-(1'-(4-fluorophenyl)-1'H,2H-[3,4'-bipyrazol]-3'-yl)pyrrolidine-1-carboxylate